3-(5-bromo-1H-indol-3-yl)-2-methyl-1-(3,4,5-trimethoxyphenyl)prop-2-en-1-one tert-butyl-3-[[(4-amino-7-bromoquinolin-3-yl)carbamoyl]methyl]pyrrolidine-1-carboxylate C(C)(C)(C)OC(=O)N1CC(CC1)CC(NC=1C=NC2=CC(=CC=C2C1N)Br)=O.BrC=1C=C2C(=CNC2=CC1)C=C(C(=O)C1=CC(=C(C(=C1)OC)OC)OC)C